Ethyl (Z)-6-(N'-hydroxycarbamimidoyl)-1-(naphthalen-1-ylmethyl)-1H-indole-2-carboxylate O\N=C(/N)\C1=CC=C2C=C(N(C2=C1)CC1=CC=CC2=CC=CC=C12)C(=O)OCC